BrC=1C=C(C=CC1)[C@@H](C1=NC(=C(C=C1)C(C)C)F)CC(C)(S(=O)N)C ((S)-(3-bromophenyl)(6-fluoro-5-isopropylpyridin-2-yl)methyl)-2-methylpropane-2-sulfinamide